C1(CC1)COC1=CN2C(=C(C=C2C=C1)C)C(=O)[O-].[K+] potassium 6-(cyclopropylmethoxy)-2-methylindolizine-3-carboxylate